N=1C=NN2C1C=C(C=C2)OC2=CC(=C(C=C2C)NC2=NC=NC1=CC=C(C(=C21)Cl)NC(/C(=C\[C@@H]2N(CCC2)C)/F)=O)OC (R,E)-N-(4-((4-([1,2,4]triazolo[1,5-a]pyridin-7-yloxy)-2-methoxy-5-methylphenyl)amino)-5-chloroquinazolin-6-yl)-2-fluoro-3-(1-methylpyrrolidin-2-yl)acrylamide